FC(C=1C(=C(C=CC1)[C@@H](C)NC(=O)C1=CN(C(C=C1NC1CCN(CC1)C)=O)C1(CCCC1)C(F)(F)F)F)F (R)-N-(1-(3-(difluoromethyl)-2-fluorophenyl)ethyl)-4-((1-methylpiperidin-4-yl)amino)-6-oxo-1-(1-(trifluoromethyl)cyclopentyl)-1,6-dihydropyridine-3-carboxamide